5-benzo[b]thiophen-3-yl-6-cyclopropyl-pyridin-2-ylamine S1C2=C(C(=C1)C=1C=CC(=NC1C1CC1)N)C=CC=C2